2-[3-(aminomethyl)-2-fluoro-6-(trifluoromethyl)phenyl]-6-(trifluoromethyl)pyrimidine-4(3H)-one NCC=1C(=C(C(=CC1)C(F)(F)F)C1=NC(=CC(N1)=O)C(F)(F)F)F